NC1=C(C=C(C=N1)C=1C=C2N(N1)CCC21CN(CC1)C(=O)N[C@@H](C)C1=CC=C(C=C1)F)C(F)(F)F 2'-[6-amino-5-(trifluoromethyl)pyridin-3-yl]-N-[(1S)-1-(4-fluorophenyl)ethyl]-5',6'-dihydrospiro[pyrrolidine-3,4'-pyrrolo[1,2-b]pyrazole]-1-carboxamide